C(C)OC(=O)C1CCC(CC1)N (1r,4r)-4-aminocyclohexane-1-carboxylic acid ethyl ester